(R)-N-(4'-((4-(sec-butoxy)-6-(methylsulfonyl)pyridin-2-yl)amino)-5-(2-hydroxypropan-2-yl)-[2,3'-bipyridin]-6'-yl)acetamide [C@@H](C)(CC)OC1=CC(=NC(=C1)S(=O)(=O)C)NC1=C(C=NC(=C1)NC(C)=O)C1=NC=C(C=C1)C(C)(C)O